(1R,3aR,6aS)-2-((R)-2-fluoro-2-(3-fluorophenyl)propanoyl)-N-((R)-4-fluoro-3-oxo-1-((S)-2-oxopyrrolidin-3-yl)butan-2-yl)octahydrocyclopenta[c]pyrrole-1-carboxamide F[C@](C(=O)N1[C@H]([C@@H]2[C@H](C1)CCC2)C(=O)N[C@H](C[C@H]2C(NCC2)=O)C(CF)=O)(C)C2=CC(=CC=C2)F